ClCC1=NC2=C(N1C[C@H]1OCC1)C=CC=C2 (S)-2-(chloromethyl)-1-(oxetan-2-ylmethyl)-1H-benzo[d]imidazole